NC1=NC=CC2=C1C(=NN2C(C)C)C2=NOC(=C2)C2(CCC2)O 1-(3-(4-amino-1-isopropyl-1H-pyrazolo[4,3-c]pyridin-3-yl)isoxazol-5-yl)cyclobutan-1-ol